Cl.Cl.N1=C2C(=CC=C1)CCC2N 5H,6H,7H-cyclopenta[b]pyridin-7-amine dihydrochloride